1-butyl-2,3-dimethyl-imidazole C(CCC)N1C(N(C=C1)C)C